4-[(2,3-dibromophenoxymethylthio)methyl]1,3-dihydroimidazole-2-thione BrC1=C(OCSCC=2NC(NC2)=S)C=CC=C1Br